4-Methyl-1-((5-phenylpent-1-en-2-yl)oxy)pyridin CC1=CCN(C=C1)OC(=C)CCCC1=CC=CC=C1